NC=1C(=CC(=C2C=CC(=CC12)C(=O)NC(C)C)C1=CC=C(C=C1)C(F)(F)F)Br 8-amino-7-bromo-N-isopropyl-5-(4-(trifluoromethyl)phenyl)-2-naphthamide